CC1(C2=CC=CC=C2C=2C=CC=C(C12)B(O)O)C 9,9-dimethylfluorene-1-boronic acid